tert-butyl(2-(2-(2-(2-hydroxyethoxy)ethoxy)ethoxy)ethyl)carbamate C(C)(C)(C)OC(NCCOCCOCCOCCO)=O